2-[6-[3-(1,1-Difluoroethyl)phenyl]-3-fluoro-pyrazolo[4,3-b]pyridin-1-yl]-N,N-dimethyl-acetamide FC(C)(F)C=1C=C(C=CC1)C=1C=C2C(=NC1)C(=NN2CC(=O)N(C)C)F